CC(CC)(C)N 1,1-dimethyl-propylamine